2-bromo-1-(2-methoxyphenyl)ethan-1-one (1,3,4,5,6,7-hexahydro-1,3-dioxo-2H-isoindol-2-yl)methyl-(1R-trans)-2,2-dimethyl-3-(2-methylprop-1-enyl)cyclopropanecarboxylate O=C1N(C(C=2CCCCC12)=O)COC(=O)[C@H]1C([C@@H]1C=C(C)C)(C)C.BrCC(=O)C1=C(C=CC=C1)OC